NC1(CCC(CC1)N1C2=NC(=NC=C2N(C1=O)C)NC=1C=C2C=CC=NC2=CC1C)C 9-((1r,4r)-4-Amino-4-methylcyclohexyl)-7-methyl-2-((7-methylchinolin-6-yl)amino)-7,9-dihydro-8H-purin-8-on